(S)-N-(5-(3-((3,3-dimethylazetidin-2-yl)methoxy)-5-methylisoxazol-4-yl)pyrazolo[1,5-a]pyridin-2-yl)cyclopropanecarboxamide CC1([C@H](NC1)COC1=NOC(=C1C1=CC=2N(C=C1)N=C(C2)NC(=O)C2CC2)C)C